C1(=CC=C(C=C1)C=1SC2=C(N1)C=CC=C2)C (p-tolyl)benzo[d]thiazole